4-(4-(dimethylamino)-8-fluoro-2-(((2R,7aS)-2-fluorotetrahydro-1H-pyrrolizin-7a(5H)-yl)methoxy)-6-methylquinazolin-7-yl)-5-ethyl-6-fluoronaphthalen-2-ol CN(C1=NC(=NC2=C(C(=C(C=C12)C)C1=CC(=CC2=CC=C(C(=C12)CC)F)O)F)OC[C@]12CCCN2C[C@@H](C1)F)C